C(CCC)OC(=O)OC1=C(C=C(C=C1C)[S+](C1=CC(=C(C(=C1)C)OC(=O)OCCCC)C)C1=CC(=C(C(=C1)C)OC(=O)OCCCC)C)C tris(4-n-butoxycarbonyloxy-3,5-dimethylphenyl)sulfonium